C1(=CC=CC=C1)N(C(=O)C1=CC=C(C=C1)C1=NC2=C(C(O1)=O)C=CC=C2)C 2-[p-(N-phenyl-N-methylcarbamoyl)phenyl]-3,1-benzoxazin-4-one